N1N=NC=2C=CC=3C=NC=NC3C21 [1,2,3]triazolo[4,5-h]quinazoline